N-(6-(2-bromoacetyl)benzo[d][1,3]dioxol-5-yl-2,2-d2)acetamide BrCC(=O)C=1C(=CC2=C(OC(O2)([2H])[2H])C1)NC(C)=O